(S)-N-(4-Bromo-3-methylisothiazol-5-yl)-6-(4-ethyl-3-(hydroxymethyl)-5-oxo-4,5-dihydro-1H-1,2,4-triazol-1-yl)-5-fluoro-2-((1,1,1-trifluoropropan-2-yl)oxy)nicotinamide BrC=1C(=NSC1NC(C1=C(N=C(C(=C1)F)N1N=C(N(C1=O)CC)CO)O[C@H](C(F)(F)F)C)=O)C